3-((S)-1-(8-amino-1-methylimidazo[1,5-a]pyrazin-3-yl)ethyl)-5-chloro-6-fluoro-2-isopropoxy-N-(((S)-tetrahydrofuran-2-yl)methyl)benzamide NC=1C=2N(C=CN1)C(=NC2C)[C@@H](C)C=2C(=C(C(=O)NC[C@H]1OCCC1)C(=C(C2)Cl)F)OC(C)C